quinazoline-3-carbaldehyde N=1CN(C=C2C=CC=CC12)C=O